N-(2-(2-hydroxyethoxy)ethyl)acetamide OCCOCCNC(C)=O